5-[[2-[(2S,5S)-4,4-difluoro-5-methyl-2-(6-methyl-3-pyridyl)-1-piperidyl]-2-oxo-acetyl]amino]pyridine-3-carboxamide FC1(C[C@H](N(C[C@@H]1C)C(C(=O)NC=1C=C(C=NC1)C(=O)N)=O)C=1C=NC(=CC1)C)F